10-phenyl-9,10-dihydro-acridine C1(=CC=CC=C1)N1C=2C=CC=CC2CC2=CC=CC=C12